NCC1=CC(=NC=C1)C#N 4-(aminomethyl)pyridine-2-carbonitrile